(3R)-N-((3-fluorobicyclo[1.1.1]pentan-1-yl)methyl)-1-(6-(1-(4-(6-(pyrrolidin-1-yl)pyrazin-2-yl)-1H-1,2,3-triazol-1-yl)ethyl)pyridazin-3-yl)piperidin-3-amine FC12CC(C1)(C2)CN[C@H]2CN(CCC2)C=2N=NC(=CC2)C(C)N2N=NC(=C2)C2=NC(=CN=C2)N2CCCC2